(3R)-3-amino-8-fluoro-7-[5-(5-methyl-1,3,4-oxadiazol-2-yl)-1,3,4-oxadiazol-2-yl]-1,1-dioxo-5-[[4-(trifluoromethoxy)phenyl]methyl]-2,3-dihydro-1λ6,5-benzothiazepin-4-one N[C@H]1CS(C2=C(N(C1=O)CC1=CC=C(C=C1)OC(F)(F)F)C=C(C(=C2)F)C=2OC(=NN2)C=2OC(=NN2)C)(=O)=O